(3S,4R)-4-((5-chloro-4-(3-(2-hydroxypropan-2-yl)quinolin-6-yl)pyrimidin-2-yl)amino)tetrahydro-2H-pyran-3-ol ClC=1C(=NC(=NC1)N[C@H]1[C@@H](COCC1)O)C=1C=C2C=C(C=NC2=CC1)C(C)(C)O